1-bromoisoquinoline BrC1=NC=CC2=CC=CC=C12